chromium sulfide [S-2].[Cr+3].[S-2].[S-2].[Cr+3]